methyl 3-methyl-6-oxo-2-{[2-(trimethylsilyl) ethoxy] methyl}-2H,4H,5H,6H-cyclopenta[c]pyrazole-5-carboxylate CC1=C2C(=NN1COCC[Si](C)(C)C)C(C(C2)C(=O)OC)=O